FC1=CC=C2C(N3C(=NC2=C1)C(CCC3)CC(C(=O)OC(C)(C)C)C(=O)OC(C)(C)C)=O Di-tert-butyl 2-((3-fluoro-11-oxo-6,8,9,11-tetrahydro-7H-pyrido[2,1-b]quinazolin-6-yl)methyl)malonate